tert-butyl 2-(4-bromo-3-(trifluoromethyl) benzoyl)-2,8-diazaspiro[4.5]decane-8-carboxylate BrC1=C(C=C(C(=O)N2CC3(CC2)CCN(CC3)C(=O)OC(C)(C)C)C=C1)C(F)(F)F